BrC1=C(C=C2C(=C(C(=NC2=C1F)OC[C@H]1N(CCC1)C)[N+](=O)[O-])NC1C2CN(C1C2)C(=O)[O-])CCC#N 5-((7-bromo-6-(2-cyanoethyl)-8-fluoro-2-(((S)-1-methylpyrrolidin-2-yl)methoxy)-3-nitroquinolin-4-yl)amino)-2-azabicyclo[2.1.1]hexane-2-carboxylate